3-(2,4'-dichlorobenzhydryloxy)-N-(3-ethoxypropyl)azetidine-1-carboxamide ClC1=C(C(C2=CC=C(C=C2)Cl)OC2CN(C2)C(=O)NCCCOCC)C=CC=C1